NC1=NC=C(C2=C1C(=C(S2)C2=C(C=C(C=C2)NC(\C=C\CN(C)C)=O)C)C2=CC(=C(C=C2)OC2=NC=CC(=N2)C)F)C=2C=NN(C2)C (E)-N-(4-(4-amino-3-(3-fluoro-4-((4-methylpyrimidin-2-yl)oxy)phenyl)-7-(1-methyl-1H-pyrazol-4-yl)thieno[3,2-c]pyridin-2-yl)-3-methylphenyl)-4-(dimethylamino)but-2-enamide